tert-Butyl 2,2-dimethyl-4-((methylsulfonyl)oxy)piperidine-1-carboxylate CC1(N(CCC(C1)OS(=O)(=O)C)C(=O)OC(C)(C)C)C